Tartronyl-CoA C(C(O)C(=O)O)(=O)SCCNC(CCNC([C@@H](C(COP(OP(OC[C@@H]1[C@H]([C@H]([C@@H](O1)N1C=NC=2C(N)=NC=NC12)O)OP(=O)(O)O)(=O)O)(=O)O)(C)C)O)=O)=O